N,N'-di-o-toluyl-carbodiimide C1(=C(C=CC=C1)N=C=NC1=C(C=CC=C1)C)C